2-(pyridin-2-yl)ethyl-3-p-menthanecarboxamide N1=C(C=CC=C1)CCC1(CC(C(CC1)C(C)C)C(=O)N)C